N-(2-(4-(4-chloro-1-(4-hydroxyphenyl)-2-phenylbut-1-en-1-yl)phenoxy)ethyl)-7-((2-(2,6-dioxopiperidin-3-yl)-1,3-dioxoisoindolin-4-yl)amino)heptanamide ClCCC(=C(C1=CC=C(C=C1)O)C1=CC=C(OCCNC(CCCCCCNC2=C3C(N(C(C3=CC=C2)=O)C2C(NC(CC2)=O)=O)=O)=O)C=C1)C1=CC=CC=C1